tert-butyl (2-formyl-3-methoxyphenyl)carbamate C(=O)C1=C(C=CC=C1OC)NC(OC(C)(C)C)=O